1-(4-((5-(3,5-dimethylisoxazol-4-yl)-2-methylphenyl)(3-((1-(2-(2,6-dioxopiperidin-3-yl)-6-fluoro-1-oxoisoindolin-5-yl)azetidin-3-yl)oxy)propyl)amino)phenyl)cyclopropane-1-nitrile CC1=NOC(=C1C=1C=CC(=C(C1)N(C1=CC=C(C=C1)C1(CC1)C#N)CCCOC1CN(C1)C=1C=C2CN(C(C2=CC1F)=O)C1C(NC(CC1)=O)=O)C)C